O=C([C@H](O)[C@@H](O)[C@H](O)[C@H](O)CO)O.C(CCCCCCC)NC=1NC(=NC(N1)(C)C)NCC1=CC=C(C=C1)C 4-Octylamino-3,6-dihydro-6,6-dimethyl-2-(4'-methylbenzylamino)-1,3,5-triazin-D-gluconat